((1r,4r)-4-(2-hydroxy-2-methylpropyl)cyclohexyl)-1-(2-isopropylphenyl)urea OC(CC1CCC(CC1)N(C(=O)N)C1=C(C=CC=C1)C(C)C)(C)C